CO[C@H](C(=O)NCCC1=CC=C(C=C1)CNC(=O)C1=NC=CN=C1N)C1=C(C=CC=C1)OC N-{[p-(2-{[(S)-methoxy(o-methoxyphenyl)methyl]carbonylamino}ethyl)phenyl]methyl}-3-amino-2-pyrazinecarboxamide